C(CCCCCCCCC\C=C\CCCCCC)=O (E)-11-Octadecenal